C(C)OC(C(CC1=C(C(=CC(=C1)Br)OC)OCC1=CC=CC=C1)N)=O 2-amino-3-(2-(benzyloxy)-5-bromo-3-methoxyphenyl)propionic acid ethyl ester